COC(NC1=NC=CC(=C1)CCC1=CC(=C(C=C1)NC(=O)NC=1N(N=C(C1)C(C)(C)C)C1=CC=C(C=C1)C)F)=O [4-(2-{4-[3-(5-tert-Butyl-2-p-tolyl-2H-pyrazol-3-yl)-ureido]-3-fluoro-phenyl}-ethyl)-pyridin-2-yl]-carbamic acid methyl ester